CC=1SC(=C(N1)C)CN1C(NC(C2=CC(=CC=C12)S(=O)(=O)NC1(CC1)C)=O)=O 1-((2,4-dimethylthiazol-5-yl)methyl)-N-(1-methylcyclopropyl)-2,4-dioxo-1,2,3,4-tetrahydroquinazoline-6-sulfonamide